(4,5-dimethyl-2-oxo-1H-1,6-naphthyridin-3-yl)acetic acid CC1=C(C(NC2=CC=NC(=C12)C)=O)CC(=O)O